tert-Butyl N-[2-fluoro-4-[[2-(3-hydroxy-3-isopropyl-azetidin-1-yl)-4-pyridyl]oxy]phenyl]carbamate FC1=C(C=CC(=C1)OC1=CC(=NC=C1)N1CC(C1)(C(C)C)O)NC(OC(C)(C)C)=O